C(#C)C=1C=CC=C(C(=O)[O-])C1 5-ethynylbenzoate